O(C1=CC=CC=C1)C1=CC=C(C=N1)NC1=NC=NC2=CC=C(C=C12)N1CCN(CC1)C(C=C)=O 1-(4-(4-((6-Phenoxypyridin-3-yl)amino)quinazolin-6-yl)piperazin-1-yl)prop-2-en-1-one